2-ketopyrrolidin O=C1NCCC1